diphenylmethylene chloride C1(=CC=CC=C1)C(C1=CC=CC=C1)(Cl)Cl